BrC=1C=C(C=C(C1)NS(=O)(=O)C)NC(=O)C=1C=NN(C1)C1=CC(=CC=C1)C#N N-(3-bromo-5-(methylsulfonamido)phenyl)-1-(3-cyanophenyl)-1H-pyrazole-4-carboxamide